FC1=CC=C(C=C1)C1=CC=CC=N1 6-(4-fluorophenyl)pyridine